(2-((4-Acetylisoquinolin-1-yl)amino)ethyl)carbamic acid tert-butyl ester C(C)(C)(C)OC(NCCNC1=NC=C(C2=CC=CC=C12)C(C)=O)=O